ClC1=C(C=CC(=C1)C1=NC2=C(C(O1)=O)C=CC=C2)C2=NC1=C(C(O2)=O)C=CC=C1 2,2'-(2-chloro-p-phenylene)bis(3,1-benzoxazin-4-one)